tripropylene glycol di(methyl)acrylate CC(=CC(=O)O)C.CC(COC(C)COC(C)CO)O